(S,E)-N-(1-(5-bromopyridin-2-yl)ethylidene)-2-methylpropane-2-sulfinamide BrC=1C=CC(=NC1)\C(\C)=N\[S@@](=O)C(C)(C)C